FC=1C=C2C(=NNC2=CC1OC)C1=CC(=NO1)C1=CC=C(C=C1)C(=O)N1CCNCC1 {4-[5-(5-Fluoro-6-methoxy-1H-indazol-3-yl)-isoxazol-3-yl]-phenyl}-piperazin-1-yl-methanone